1,5-diamino-pentane NCCCCCN